C(C)N(CC)CC=1N=C(SC1)NC(=O)C1=COC(=C1)C1=CC(=CC=C1)C(F)(F)F N-(4-((diethylamino)methyl)thiazol-2-yl)-5-(3-(trifluoromethyl)phenyl)furan-3-carboxamide